FC1=C(C=CC=C1)C1=CN(C=2N=CN=C(C21)N2CCNC1(CC1)C2)C=2C=C(C#N)C=CN2 2-(5-(2-fluorophenyl)-4-(4,7-diazaspiro[2.5]octan-7-yl)-7H-pyrrolo[2,3-d]pyrimidin-7-yl)isonicotinonitrile